7-[({4-fluoro-2-(thiophen-2-yl)phenyl}carbamoyl)oxy]-9,9-dimethyl-3-oxa-9-azatricyclo[3.3.1.02,4]nonan-9-ium formate C(=O)[O-].FC1=CC(=C(C=C1)NC(=O)OC1CC2C3OC3C(C1)[N+]2(C)C)C=2SC=CC2